(1-(6,7-dimethoxyquinazolin-4-yl)azetidin-3-yl)methylaminosulfonamide (2R,3S,4S)-4-hydroxy-2-[(4-methoxyphenyl)methyl]pyrrolidin-3-yl-N-[(2R)-pyrrolidin-2-ylmethyl]carbamate O[C@@H]1[C@H]([C@H](NC1)CC1=CC=C(C=C1)OC)N(C(O)=O)C[C@@H]1NCCC1.COC=1C=C2C(=NC=NC2=CC1OC)N1CC(C1)CNS(=O)(=O)N